C(CCC)N(C(\C=C\C(=O)O)=O)CCCC fumaric-N,N-dibutylamide